(P)-3-cyano-4-(3-hydroxy-2,6-dimethyl-phenyl)-1-isopropyl-pyrrolo[2,3-b]pyridine-6-carboxamide C(#N)C1=CN(C2=NC(=CC(=C21)C2=C(C(=CC=C2C)O)C)C(=O)N)C(C)C